4-(4-chlorophenyl)piperazine hydrochloride Cl.ClC1=CC=C(C=C1)N1CCNCC1